N-[6-(5-Chloro-2-Fluorophenyl)-3-Methylpyridazin-4-yl]-7-[2-(4-Methylpiperazin-1-yl)Ethoxy]Quinolin-4-Amin ClC=1C=CC(=C(C1)C1=CC(=C(N=N1)C)NC1=CC=NC2=CC(=CC=C12)OCCN1CCN(CC1)C)F